(R)-N-(tert-butyl)-4-(2-((3,3-diphenylallyl)(1-(4-methoxyphenyl)ethyl)amino)ethyl)piperazine-1-carboxamide C(C)(C)(C)NC(=O)N1CCN(CC1)CCN([C@H](C)C1=CC=C(C=C1)OC)CC=C(C1=CC=CC=C1)C1=CC=CC=C1